1-(4-chlorophenyl)-2-((5-phenyl-4H-1,2,4-triazol-3-yl)thio)ethan-1-one ClC1=CC=C(C=C1)C(CSC1=NN=C(N1)C1=CC=CC=C1)=O